N-(1,4-dioxo-4-phenyl-1-(((R)-4-phenyl-1-(4,4,5,5-tetramethyl-1,3,2-dioxaborolan-2-yl)butyl)amino)butan-2-yl)pyrazine-2-carboxamide O=C(C(CC(C1=CC=CC=C1)=O)NC(=O)C1=NC=CN=C1)N[C@@H](CCCC1=CC=CC=C1)B1OC(C(O1)(C)C)(C)C